O1C(N=CC2=C1C=CC=C2)=O [1,3]Benzoxazin-2-one